C(=O)(OCC1=CC=CC=C1)N1[C@@H](CCC1)CO N-Cbz-L-prolinol